1,3-dimethyl-1H-pyrazole-4-sulfonyl chloride CN1N=C(C(=C1)S(=O)(=O)Cl)C